C1(=CC=CC2=CC3=CC=CC=C3C=C12)SC1=CC=CC2=CC3=CC=CC=C3C=C12 anthracenyl sulfide